((6-chloro-4-(methylamino)-1,3,5-triazacyclohexan-2-yl)amino)isoquinoline ClC1NC(NC(N1)NC1=NC=CC2=CC=CC=C12)NC